OC=1C(=C2C(=CNC2=CC1)CCNC(C)=O)F N-[2-(5-Hydroxy-4-Fluoro-1H-indol-3-yl)ethyl]acetamide